CC(=O)NCCO The molecule is a member of the class of ethanolamines that is 2-aminoethanol in which one of the hydrogens of the amino group is replaced by an acetyl group. It has a role as a metabolite. It is a member of ethanolamines, a member of acetamides and a monocarboxylic acid amide.